3-amino-2,6-dichloro-4-(methoxymethylcarbamoyl)benzoic acid methyl ester COC(C1=C(C(=C(C=C1Cl)C(NCOC)=O)N)Cl)=O